2-(3-(trans-4-(dimethylamino)cyclohexyl)-1H-pyrrolo[2,3-c]pyridin-1-yl)-5-fluoro-N-isopropyl-N-methylbenzamide CN([C@@H]1CC[C@H](CC1)C1=CN(C2=CN=CC=C21)C2=C(C(=O)N(C)C(C)C)C=C(C=C2)F)C